2-(6-amino-5-(8-(2-(3-(piperidin-3-yloxy)prop-1-yn-1-yl)pyridin-4-yl)-3,8-diazabicyclo[3.2.1]octan-3-yl)pyridazin-3-yl)phenol NC1=C(C=C(N=N1)C1=C(C=CC=C1)O)N1CC2CCC(C1)N2C2=CC(=NC=C2)C#CCOC2CNCCC2